CP(=O)(C)C1=CC=C2CC3(CCNCC3)C(C2=C1)=O 6-(dimethylphosphoryl)-1-oxo-1,3-dihydrospiro[indene-2,4'-piperidine]